C1(CCCCC1)NC(=O)C=1N=C(OC1)C1=CC=C(C=C1)NS(=O)(=O)C1=CC=C(C=C1)F N-Cyclohexyl-2-(4-(4-fluorophenylsulfonamido)phenyl)oxazole-4-carboxamide